C(CC)(=O)O[C@@H]1[C@H](O[C@H]([C@]1(C)F)N1C2=NC(=NC(=C2N=C1)NC)N)COP(=O)(OCOC(C(C)(C)C)=O)OCOC(C(C)(C)C)=O (2R,3R,4R,5R)-5-(2-amino-6-(methylamino)-9H-purin-9-yl)-4-fluoro-2-(((bis-((pivaloyloxy)methoxy)phosphoryl)oxy) methyl)-4-methyltetrahydrofuran-3-yl propanoate